C(C)OC(C(C=CC(C)(C)C)NC(=O)C=1SC=C(C1)Cl)=O ethyl-2-(4-chloro-2-thienylcarbonylamino)-5,5-dimethyl-3-hexenoate